N-(3-chloro-2-methylphenyl)-2-[(2-hydroxy-2-methylpropyl)amino]-6-({[2-(trifluoromethyl)phenyl]carbonyl}amino)-1H-benzoimidazole-4-carboxamide ClC=1C(=C(C=CC1)NC(=O)C1=CC(=CC=2NC(=NC21)NCC(C)(C)O)NC(=O)C2=C(C=CC=C2)C(F)(F)F)C